O1C(C1)COC[C@H](O)[C@@H](O)[C@H](O)[C@H](O)CO O-(oxiranylmethyl)-D-glucitol